FC(C(CC(=O)C=1SC=CC1)=O)(C(C(F)(F)F)(F)F)F 4,4,5,5,6,6,6-heptafluoro-1-(2-thienyl)-1,3-hexanedione